2-(difluoromethyl)-5-((2-(trifluoromethyl)pyridin-3-yl)methoxy)benzofuran-3-carboxylic acid FC(C=1OC2=C(C1C(=O)O)C=C(C=C2)OCC=2C(=NC=CC2)C(F)(F)F)F